O1NCCC=C1 3,4-dihydro-2H-1,2-oxazin